C(C)(=O)[O-].C[N+](CCCC)(C)C trimethylmonon-butylammonium acetate